CC(C#C)(CCC(CC)(OOC(C)(C)C)C)OOC(C)(C)C 3,6-dimethyl-3,6-bis(tert-butylperoxy)octyne